COC=1C=C(C=CC1OC)C(CC(C(SCC)=O)C(F)(F)F)=O S-ethyl 4-(3',4'-dimethoxyphenyl)-2-trifluoromethyl-4-oxo-butanethioate